BrCC1=CC(C(=C(N1CC)C1=CC(=C(C=C1)Cl)Cl)C(=O)OCC)=O ethyl 6-(bromomethyl)-2-(3,4-dichlorophenyl)-1-ethyl-4-oxo-pyridine-3-carboxylate